CSC=1C=C(C=CC1)C(C1CCN(CC1)C(=O)N1C[C@@H]2[C@@H](OCC(N2)=O)CC1)C1=NC=CC=C1 (4aR,8aS)-6-[4-[(3-Methylsulfanylphenyl)-(2-pyridyl)methyl]piperidine-1-carbonyl]-4,4a,5,7,8,8a-hexahydropyrido[4,3-b][1,4]oxazin-3-one